CC(=O)N[C@@H]1[C@H]([C@H]([C@H](O[C@H]1[Se]SC[C@@H](C(=O)NCC(=O)O)NC(=O)CC[C@@H](C(=O)O)N)CO)O)O The molecule is a glutathione conjugate obtained by formation of a thioselenide link between the thiol group of glutathione and the selenol group of 1-seleno-N-acetyl-D-galactosamine. It has a role as a human xenobiotic metabolite. It is an organoselenium compound, a thioselenide, a glutathione conjugate and a monosaccharide derivative. It derives from a N-acetyl-beta-D-galactosamine.